C[C@H](CCCC(C)C)[C@H]1CC[C@@H]2[C@@]1(CC[C@H]3[C@H]2CCC4=CC(=O)CC[C@]34C)C (+)-4-cholesten-3-one